C(#N)C=1C(=NC(=NC1)NC=1C(=CC(=C(C1)NC(C=C)=O)N(C)CCN(C)C)OC)C1=CN(C2=CC=CC(=C12)F)C1CC1 N-(5-((5-Cyano-4-(1-cyclopropyl-4-fluoro-1H-indol-3-yl)pyrimidin-2-yl)amino)-2-((2-(dimethylamino)ethyl)(methyl)amino)-4-methoxyphenyl)acrylamide